(Z)-icos-13-en-10-one CCCCCCCCCC(CC\C=C/CCCCCC)=O